FC(OC1=CC=C(C=N1)NC1=NC=CC(=N1)C(=O)NC=1C=NC=CC1C1=CC=CC=C1)F 2-((6-(difluoromethoxy)pyridin-3-yl)amino)-N-(4-phenylpyridin-3-yl)pyrimidine-4-carboxamide